COCC1=NC2=CC(=CC(=C2N=C1)C=1SC2=C(N1)C(=CC(=C2)OCCN)C)C 2-(2-(2-(methoxymethyl)-7-methylquinoxalin-5-yl)-4-methylbenzo[d]thiazol-6-yloxy)ethanamine